methyl 2-[2-(4-cyano-3-fluorophenyl) acetyl]-5-fluoro-3-nitrobenzoate C(#N)C1=C(C=C(C=C1)CC(=O)C1=C(C(=O)OC)C=C(C=C1[N+](=O)[O-])F)F